methyl 6-(benzyloxy)-9-(piperidin-1-yl)-[1,2,4]triazolo[5,1-a]isoquinoline-5-carboxylate C(C1=CC=CC=C1)OC1=C(N2C(C3=CC(=CC=C13)N1CCCCC1)=NC=N2)C(=O)OC